C(C)OC(=O)C1=C(N(C=C1C)COCC[Si](C)(C)C)C=O 2-formyl-4-methyl-1-((2-(trimethylsilyl)ethoxy)methyl)-1H-pyrrole-3-carboxylic acid ethyl ester